CC(CC(=O)OC)[N+]#[C-] D,L-3-ISOCYANO-N-BUTYRIC ACID METHYL ESTER